C1(CC1)CC1(CC2=C(C(=C(S2)NC(C)=O)C(=O)OCC)CC1)CCOC(F)F Ethyl 6-(cyclopropylmethyl)-6-[2-(difluoromethoxy)ethyl]-2-acetamido-4,5,6,7-tetrahydro-1-benzothiophene-3-carboxylate